(S)-N-Methyl-1-(6-(pyridin-2-yl)-1,3,4,5-tetrahydrobenzo[c]oxepin-1-yl)methanamine hydrochloride salt Cl.CNC[C@H]1OCCCC2=C1C=CC=C2C2=NC=CC=C2